2-(2-fluorophenyl)-N-((2-(2,6-dioxopiperidin-3-yl)-1-oxoisoindolin-4-yl)methyl)-2-oxoacetamide FC1=C(C=CC=C1)C(C(=O)NCC1=C2CN(C(C2=CC=C1)=O)C1C(NC(CC1)=O)=O)=O